5-(azetidin-3-ylamino)-N-[1-[4-[2-[1-[5-[4-[4-[(2,6-dioxo-3-piperidyl)amino]-2-fluoro-phenyl]-1-piperidyl]-5-oxo-pentyl]-4-piperidyl]ethynyl]-1-naphthyl]ethyl]-2-methyl-benzamide N1CC(C1)NC=1C=CC(=C(C(=O)NC(C)C2=CC=C(C3=CC=CC=C23)C#CC2CCN(CC2)CCCCC(=O)N2CCC(CC2)C2=C(C=C(C=C2)NC2C(NC(CC2)=O)=O)F)C1)C